COC1=C(C(C(=O)O)=CC(=C1)OC)O 3,5-dimethoxysalicylic acid